2-methyl-N-(5-(3-methyl-1,2,4-oxadiazol-5-yl)-2,3-dihydro-1H-inden-1-yl)isonicotinamide CC=1C=C(C(=O)NC2CCC3=CC(=CC=C23)C2=NC(=NO2)C)C=CN1